Tri(sec-butyl)germanium C(C)(CC)[Ge](C(C)CC)C(C)CC